8-ethylnaphthalen C(C)C=1C=CC=C2C=CC=CC12